OC1=C(C=C(CC(C(=O)NC2=CC(=C(C=C2)C2=CN=CO2)OC)N2C(N(C3=C2C=CC=C3)C)=O)C=C1)OC (4-hydroxy-3-methoxybenzyl)-N-(3-methoxy-4-(oxazol-5-yl)phenyl)-2-(3-methyl-2-oxo-2,3-dihydro-1H-benzo[d]imidazol-1-yl)acetamide